CC1C2(CC1C2)N methylbicyclo[1.1.1]pentan-1-amine